(3S)-N-(3-[2-[(2R)-2-hydroxy-3-methoxypropoxy]-6-(morpholin-4-yl)pyridin-4-yl]-4-methylphenyl)-3-(2,2,2-trifluoroethyl)pyrrolidine-1-carboxamide O[C@@H](COC1=NC(=CC(=C1)C=1C=C(C=CC1C)NC(=O)N1C[C@@H](CC1)CC(F)(F)F)N1CCOCC1)COC